1-[2-[3-(difluoromethoxy)-5-methyl-pyrazol-1-yl]-6-[5-[(6-methylpyridazin-3-yl)amino]benzimidazol-1-yl]-3-pyridinyl]ethanol FC(OC1=NN(C(=C1)C)C1=NC(=CC=C1C(C)O)N1C=NC2=C1C=CC(=C2)NC=2N=NC(=CC2)C)F